8-(tert-butyl)-11H-benzo[a]carbazole C(C)(C)(C)C=1C=C2C3=CC=C4C(=C3NC2=CC1)C=CC=C4